COC1=CC=C(C2=CC=CC=C12)CCC1=CC(=CC=C1)Cl 1-(4-methoxy-naphthalene-1-yl)-2-(3-chlorophenyl)ethane